N1(CCC1)[C@H]1CN2C(OC1)=C(C=N2)[S@@](=O)(N)=NC(NC2=C1[C@H](CCC1=CC=1CCCC21)C)=O (R,6S)-6-(azetidin-1-yl)-N'-(((S)-3-methyl-1,2,3,5,6,7-hexahydro-s-indacen-4-yl)carbamoyl)-6,7-dihydro-5H-pyrazolo[5,1-b][1,3]oxazine-3-sulfonimidamide